C(#N)C(C)(C)C1=CC=CC=N1 6-(1-cyano-1-methylethyl)pyridin